5-(2,4-dimethoxypyrimidin-5-yl)-7-(3,3,4,4-tetrafluoropyrrolidin-1-yl)-[1,2,4]triazolo[1,5-a]pyrimidine COC1=NC=C(C(=N1)OC)C1=NC=2N(C(=C1)N1CC(C(C1)(F)F)(F)F)N=CN2